CN(C1=NC(N(C2=CC(=CC=C12)Cl)C1=CC(=CC=C1)CO)=O)C 4-(Dimethylamino)-7-chloro-1-[3-(hydroxymethyl)phenyl]quinazolin-2-one